2,6-bis(2,4,6-trimethylphenyl)phenyldimethylphosphine CC1=C(C(=CC(=C1)C)C)C1=C(C(=CC=C1)C1=C(C=C(C=C1C)C)C)P(C)C